5-(4-carboxyphenethyl)-1-methyl-4,5,6,7-tetrahydro-1H-imidazo[4,5-c]pyridine-2-carboxamide C(=O)(O)C1=CC=C(CCN2CC3=C(CC2)N(C(=N3)C(=O)N)C)C=C1